N-(2-(1H-pyrazol-1-yl)-4-(trifluoromethyl)phenyl)-2-(4-iodo-1H-pyrazol-1-yl)-2-Methylpropionamide N1(N=CC=C1)C1=C(C=CC(=C1)C(F)(F)F)NC(C(C)(C)N1N=CC(=C1)I)=O